methyl-4-vinylpyridinium carbonate C([O-])([O-])=O.C[N+]1=CC=C(C=C1)C=C.C[N+]1=CC=C(C=C1)C=C